N1=NC=CC2=CC(=CC=C12)C1=CNC=2N=C(N=C(C21)OC)NC2CC(C2)(C)N2C(CCC2)=O 1-((1s,3s)-3-((5-(cinnolin-6-yl)-4-methoxy-7H-pyrrolo[2,3-d]pyrimidin-2-yl)amino)-1-methylcyclobutyl)pyrrolidin-2-one